O=C1C[C@H](N1)C(=O)O (2S)-4-oxoazetidine-2-carboxylic acid